C(C1=CC=CC=C1)OC1=C(C=CC=C1F)C1=CC(=CC=C1F)[C@H]([C@]1(C[C@H](CC1)N(S(=O)(=O)C)CC1=CC=C(C=C1)OC)C=1OC=C(N1)CO)F N-((1S,3R)-3-((R)-(2'-(benzyloxy)-3',6-difluoro-[1,1'-biphenyl]-3-yl)fluoromethyl)-3-(4-(hydroxymethyl)oxazol-2-yl)cyclopentyl)-N-(4-methoxybenzyl)methanesulfonamide